C1=CC=CC2=C(C3=CC=CC=C3C(=C12)C1=CC=C(C(=O)O)C=C1)C1=CC=C(C(=O)O)C=C1 4,4'-(anthracene-9,10-diyl)dibenzoic acid